N-(3-((5-chloropyridin-2-yl)methoxy)phenyl)piperidin-4-amine trifluoroacetic acid salt FC(C(=O)O)(F)F.ClC=1C=CC(=NC1)COC=1C=C(C=CC1)NC1CCNCC1